(E)-1-(2,4-dihydroxy-6-methoxyphenyl)-3-(4-propylphenyl)prop-2-en-1-one OC1=C(C(=CC(=C1)O)OC)C(\C=C\C1=CC=C(C=C1)CCC)=O